CN(C=1C=C(C2=CC=CC=C2C1)C1(CC1)NC(C1=C(C=CC(=C1)OCC1N(CC1)C)C)=O)C N-(1-(3-(Dimethylamino)naphthalen-1-yl)cyclopropyl)-2-methyl-5-((1-methylazetidin-2-yl)methoxy)benzamide